NC1=CC=C(OC2=CC=C(C=C2)C2=CC=C(C=C2)OC2=CC=C(C=C2)N)C=C1 4,4'-Bis[4-aminophenoxy]biphenyl